FC1=CC=C(CN2CCN(C3=CC=CC=C23)C(=O)N[C@H]2CN(CC2)C(=O)OC(C)(C)C)C=C1 tert-butyl (R)-3-(4-(4-fluorobenzyl)-1,2,3,4-tetrahydroquinoxaline-1-carboxamido)pyrrolidine-1-carboxylate